C(C)(C)(C)OC(=O)N1CCC2(C(N(C(N2)=O)C2=CC(=C(C=C2)Cl)Cl)=O)CCC1 3-(3,4-dichlorophenyl)-2,4-dioxo-1,3,8-triazaspiro[4.6]undecane-8-carboxylic acid (R)-tert-butyl ester